O[C@@H](C)C=1N(C=CN1)CC1=NOC(=C1)C1=CC=C(C=C1)C#CC1=CC=C(CN2CC(OCC2)C(=O)OC)C=C1 Methyl 4-(4-((4-(3-((2-((S)-1-hydroxyethyl)-1H-imidazol-1-yl)methyl)isoxazol-5-yl)phenyl)ethynyl)benzyl)morpholin-2-carboxylate